BrC=1C(N(C(=CC1OCC1=C(C=C(C=C1)F)F)C)C1=CC=C2C=NNC2=C1)=O 3-bromo-4-[(2,4-difluorobenzyl)oxy]-1-(1H-indazol-6-yl)-6-methylpyridin-2(1H)-one